(2S,3R)-1-[4-[1-(azetidin-3-yl)pyrazol-4-yl]-6-(trifluoromethyl)pyrimidin-2-yl]-2-methyl-azetidin-3-ol N1CC(C1)N1N=CC(=C1)C1=NC(=NC(=C1)C(F)(F)F)N1[C@H]([C@@H](C1)O)C